2-Ethyl 2-(trifluoromethylsulfonyloxy)pyrrolo[1,2-a]pyrimidine-8-carboxylate FC(S(=O)(=O)OC1=NC=2N(C=C1)C=CC2C(=O)OCC)(F)F